N1(CCCC1)C1=NC=CC(=C1C1=NC2=C(N1)C=CC=C2)C2=CC=C(C=C2)C(F)(F)F 2-(2-(pyrrolidin-1-yl)-4-(4-(trifluoromethyl)phenyl)pyridin-3-yl)-1H-benzo[d]imidazole